2-butyl-1-((2,2,5-trimethyl-1,3-dioxan-5-yl)methyl)-1H-imidazo[4,5-c][1,7]naphthyridine C(CCC)C=1N(C2=C(C=NC=3C=NC=CC23)N1)CC1(COC(OC1)(C)C)C